((tetrahydrofuran-3-yl)oxy)ethan-1-one O1CC(CC1)OC(C)=O